methyl 2-(1-(cyclopropylmethyl)-1H-indol-2-yl)-1-(2-(1,1-dioxidotetrahydro-2H-thiopyran-4-yl)ethyl)-7-methoxy-1H-benzo[d]imidazole-5-carboxylate C1(CC1)CN1C(=CC2=CC=CC=C12)C1=NC2=C(N1CCC1CCS(CC1)(=O)=O)C(=CC(=C2)C(=O)OC)OC